C(C1=CC=CC=C1)OC1=CC=CC(=N1)C1C2CN(CC12)CC1=NC2=C(N1C[C@H]1OCC1)C=C(C=C2OC)C(=O)OC Methyl 2-((6-(6-(benzyloxy)pyridin-2-yl)-3-azabicyclo[3.1.0]hexan-3-yl)methyl)-4-methoxy-1-(((S)-oxetan-2-yl)methyl)-1H-benzo[d]imidazole-6-carboxylate